Hexachloropalladium(IV) Cl[Pd-2](Cl)(Cl)(Cl)(Cl)Cl